3,7-dimethyldibenzo[b,f][1,4]oxazepin-11(10H)-one CC1=CC2=C(C(NC3=C(O2)C=C(C=C3)C)=O)C=C1